carbene ruthenium(II) C=[Ru]